N-[6-[5-[(1S)-1-[[6-chloro-8-(trifluoromethyl)quinazolin-4-yl]amino]ethyl]-1,2,4-triazol-1-yl]pyrimidin-4-yl]-N-methyl-acetamide ClC=1C=C2C(=NC=NC2=C(C1)C(F)(F)F)N[C@@H](C)C1=NC=NN1C1=CC(=NC=N1)N(C(C)=O)C